CSCC[C@@H]1N(C[C@@H](N(C[C@@H](N(C[C@@H](N(C1)CC(=O)O)CCSC)CC(=O)O)CCSC)CC(=O)O)CCSC)CC(=O)O 2,2',2'',2'''-((2S,5S,8S,11S)-2,5,8,11-tetrakis(2-(methylthio)ethyl)-1,4,7,10-tetraazacyclododecane-1,4,7,10-tetrayl)tetraacetic acid